1-(6-(4-methyl-1H-pyrazol-1-yl)pyridin-3-yl)ethan-1-one CC=1C=NN(C1)C1=CC=C(C=N1)C(C)=O